C(=C)C1=CC=CC=C1O 6-vinyl-phenol